2,5-diisopropoxy-4-methoxybenzaldehyde C(C)(C)OC1=C(C=O)C=C(C(=C1)OC)OC(C)C